(S)-6-(3-chloro-6-(difluoromethyl)-2-fluorophenyl)-3-methyl-N-(1-(1-(4-methyl-2-(methylthio)pyrimidin-5-yl)ethyl)-1H-pyrazol-4-yl)pyrazine-2-carboxamide ClC=1C(=C(C(=CC1)C(F)F)C1=CN=C(C(=N1)C(=O)NC=1C=NN(C1)[C@@H](C)C=1C(=NC(=NC1)SC)C)C)F